2-([2,4'-Bipyridin]-5-ylsulfonyl)-9-(3,3-dimethylbutyl)-2,9-diazaspiro[5.5]undecane N1=C(C=CC(=C1)S(=O)(=O)N1CC2(CCC1)CCN(CC2)CCC(C)(C)C)C2=CC=NC=C2